6-(4,4,5,5-tetramethyl-1,3,2-dioxaborolan-2-yl)-3H-1,3-benzoxazol-2-one CC1(OB(OC1(C)C)C1=CC2=C(NC(O2)=O)C=C1)C